decane-6,9-diene-2,8-dione CC(CCCC=CC(C=C)=O)=O